Cl.Cl.N(=NC(C(=N)NCCO)(C)C)C(C(=N)NCCO)(C)C 2,2'-Azobis[N-(2-hydroxyethyl)-2-methylpropionamidine] dihydrochloride